C1(CCCC1)OC1=CC=CC(=N1)C1=CC(=C(C(=C1)F)CCCCC(=O)O)F 5-[4-(6-cyclopentyloxy-2-pyridinyl)-2,6-difluoro-phenyl]pentanoic acid